CN1CCN(CC1)C(=O)NC1=CC(=CC=C1)NC1=NC=CC(=N1)NC1=NC(=NC=C1)C1=NC(=CC=C1)C 4-methyl-N-[3-[[4-[[2-(6-methyl-2-pyridyl)pyrimidin-4-yl]amino]pyrimidin-2-yl]amino]phenyl]piperazine-1-carboxamide